(S)-N-(1-(3-(5-(1-amino-1,3-dihydrospiro[indene-2,4'-piperidin]-1'-yl)-6-(hydroxymethyl)pyrazin-2-yl)prop-2-yn-1-yl)-1H-indazol-4-yl)acetamide N[C@@H]1C2=CC=CC=C2CC12CCN(CC2)C=2N=CC(=NC2CO)C#CCN2N=CC1=C(C=CC=C21)NC(C)=O